6-(2-amino-5-(4-(4-methylpiperazin-1-yl)phenyl)pyridin-3-yl)-7-chloro-3,4-dihydroisoquinolin-1(2H)-one trifluoroacetic acid salt FC(C(=O)O)(F)F.NC1=NC=C(C=C1C=1C=C2CCNC(C2=CC1Cl)=O)C1=CC=C(C=C1)N1CCN(CC1)C